2-chloro-N-[(1R,3S)-3-{[6-fluoro-2-(trifluoromethyl)quinolin-4-yl]amino}cyclohexyl]-5-methanesulfonamidobenzamide ClC1=C(C(=O)N[C@H]2C[C@H](CCC2)NC2=CC(=NC3=CC=C(C=C23)F)C(F)(F)F)C=C(C=C1)NS(=O)(=O)C